dibromo-2-oxo-2,3-dihydro-1H-pyrrolo[2,3-b]pyridine-5-carbonitrile BrC1(C(NC2=NC=C(C=C21)C#N)=O)Br